methyl 3-bromo-1-[4-(pentafluoro-λ6-sulfanyl)phenyl]indazole-4-carboxylate BrC1=NN(C=2C=CC=C(C12)C(=O)OC)C1=CC=C(C=C1)S(F)(F)(F)(F)F